(R)-1-cyclopropylmethyl-2-ethylpiperazine trifluoroacetate FC(C(=O)O)(F)F.C1(CC1)CN1[C@@H](CNCC1)CC